COC(=O)[C@@H]1N(CC(CC1)N)C(=O)C1=CC2=C(N(C(=N2)C2=CC3=C(N2CC2CC2)SC=C3)C)C(=C1)OC (2R)-5-amino-1-(2-(6-(cyclopropylmethyl)-6H-thieno[2,3-b]pyrrol-5-yl)-7-methoxy-1-methyl-1H-benzo[d]imidazole-5-carbonyl)piperidine-2-carboxylic acid methyl ester